(diethylsilan-diyl)-bis(2-methyl-4-(4-tert-butyl-phenyl)indenyl)silane Ethyl-(R)-2-fluorobenzenesulfinate C(C)O[S@@](=O)C1=C(C=CC=C1)F.C(C)[Si](CC)=[Si](C1C(=CC2=C(C=CC=C12)C1=CC=C(C=C1)C(C)(C)C)C)C1C(=CC2=C(C=CC=C12)C1=CC=C(C=C1)C(C)(C)C)C